Diethyl-(N,N'-diisopropylamidino)aluminum C(C)[Al](C(NC(C)C)=NC(C)C)CC